((7R)-7-Amino-2-azabicyclo[2.2.1]heptan-2-yl)(2-(1-(cyclopropylmethyl)-6-(2-hydroxypropan-2-yl)-1H-pyrrolo[2,3-b]pyridin-2-yl)-3-methylpyrazolo[1,5-a]pyridin-6-yl)methanone N[C@H]1C2N(CC1CC2)C(=O)C=2C=CC=1N(C2)N=C(C1C)C1=CC=2C(=NC(=CC2)C(C)(C)O)N1CC1CC1